5'-methyl-3-(2-methyl-pyridin-4-yl)-4-pentyl-1',2',3',4'-tetrahydro-[1,1'-biphenyl]-2,6-diol CC=1CCCC(C1)C=1C(=C(C(=CC1O)CCCCC)C1=CC(=NC=C1)C)O